2-(3'-((1r,3R,5S,7r)-3,5-dimethyladamantan-1-yl)-4-isopropyl-2'-(methoxymethoxy)-5'-methyl-[1,1'-biphenyl]-2-yl)-4,4,5,5-tetramethyl-1,3,2-dioxaborolane C[C@]12CC3(CC(C[C@@](C1)(C3)C)C2)C=2C(=C(C=C(C2)C)C2=C(C=C(C=C2)C(C)C)B2OC(C(O2)(C)C)(C)C)OCOC